C1(=CC=CC=C1)OP(=O)(OC1=CC=CC=C1)OC1=CC=CC=C1.BrCCCCCC(=O)O 6-bromohexanoic acid triphenyl-phosphate